7-([1,1'-biphenyl]-4-ylmethyl)-8-(ethylamino)-1,3-dimethyl-3,7-dihydro-1H-purine-2,6-dione C1(=CC=C(C=C1)CN1C(=NC=2N(C(N(C(C12)=O)C)=O)C)NCC)C1=CC=CC=C1